tert-butyl (1R,5S)-3-(6-(1-naphthoyl)-5-cyano-2-(methylsulfonyl) pyrimidin-4-yl)-3,8-diazabicyclo[3.2.1]octane-8-carboxylate C1(=CC=CC2=CC=CC=C12)C(=O)C1=C(C(=NC(=N1)S(=O)(=O)C)N1C[C@H]2CC[C@@H](C1)N2C(=O)OC(C)(C)C)C#N